1-(4-Nitrophenyl)-2,2-bis(phenylselanyl)ethan-1-one [N+](=O)([O-])C1=CC=C(C=C1)C(C([Se]C1=CC=CC=C1)[Se]C1=CC=CC=C1)=O